ClC1=C(C=CC=C1Cl)NC(=O)C1(CCCCC1)C N-(2,3-dichlorophenyl)-1-methylcyclohexylcarboxamide